CSC1=CC=C(CC=2C(=NC=3N(C2O)N=CN3)O)C=C1 6-(4-(methylthio)benzyl)-[1,2,4]triazolo[1,5-a]pyrimidine-5,7-diol